3-amino-4-[6,7-difluoro-1-(oxan-2-yl)indazol-4-yl]-6-methyl-1H-1,7-phenanthrolin-2-one NC=1C(NC2=C3C=CC=NC3=C(C=C2C1C1=C2C=NN(C2=C(C(=C1)F)F)C1OCCCC1)C)=O